CC=1N=CN(C1)C=1C=C(C=C(C1)CN1C[C@H](CCC1)NC(CC1=NC=CC=C1)=O)NC(=O)C1=NC=CC(=C1)C1=CC=CC=C1 N-[3-(4-methyl-1H-imidazol-1-yl)-5-{[(3S)-3-[2-(pyridin-2-yl)acetamido]piperidin-1-yl]methyl}phenyl]-4-phenylpyridine-2-carboxamide